FC(C(=O)O)(F)F.FC(C(=O)O)(F)F.N1(CCOCC1)C(=O)C1=CC=C(CNC(C(=O)N)CCC2=CC=CC=C2)C=C1 2-((4-(morpholine-4-carbonyl)benzyl)amino)-4-phenylbutanamide di-trifluoroacetate